FC=1C=C(C=CC1)[C@@H](C)NC1=NC=2N(C=C1)N=CC2I (R)-N-(1-(3-fluorophenyl)ethyl)-3-iodopyrazolo[1,5-a]pyrimidin-5-amine